6-(5-cyano-2-(methylsulfonyl)pyrimidin-4-yl)-1-Oxoisoindole-2-carboxylic acid tert-butyl ester C(C)(C)(C)OC(=O)N1C(C2=CC(=CC=C2C1)C1=NC(=NC=C1C#N)S(=O)(=O)C)=O